Methyl 3,3-dimethyl-4-[3-(3-methyl-5-nitropyridin-2-yl)-1,2,4-oxadiazol-5-yl]butanoate CC(CC(=O)OC)(CC1=NC(=NO1)C1=NC=C(C=C1C)[N+](=O)[O-])C